CC1=C(C=NC=2OCCNC21)NC2=C(C(NC=C2)=O)C(=O)NC2=CC=C(C=C2)N2CC(NCC2)=O 4-((8-methyl-2,3-dihydro-1H-pyrido[2,3-b][1,4]oxazin-7-yl)amino)-2-oxo-N-(4-(3-oxopiperazin-1-yl)phenyl)-1,2-dihydropyridine-3-carboxamide